3-Amino-2-methyl-1-(2-(p-methylphenyl)pyrrolidin-1-yl)propan-1-one NCC(C(=O)N1C(CCC1)C1=CC=C(C=C1)C)C